(S)-4-(3-(1-acryloylpiperidin-2-yl)-5,8-dimethylimidazo[1,5-a]pyrazin-1-yl)-N-(pyridin-2-yl)benzamide C(C=C)(=O)N1[C@@H](CCCC1)C1=NC(=C2N1C(=CN=C2C)C)C2=CC=C(C(=O)NC1=NC=CC=C1)C=C2